2-chloro-N-(2'-(4,4-difluorocyclohexyl)-[2,4'-bipyridin]-3'-yl)pyrimidine-5-carboxamide ClC1=NC=C(C=N1)C(=O)NC=1C(=NC=CC1C1=NC=CC=C1)C1CCC(CC1)(F)F